Cl.NC\C=C(\CN1C=NC2=C1C=C(C=C2C=2C=C(C=CC2)S(=O)(=O)N(C)C)C#N)/F (Z)-3-(1-(4-amino-2-fluoro-but-2-en-1-yl)-6-cyano-1H-benzo[d]imidazol-4-yl)-N,N-dimethylbenzenesulfonamide hydrochloride